The molecule is a hydroxy fatty acyl-CoA that results from the formal condensation of the thiol group of coenzyme A with the carboxy group of 3-methylbut-3-enoic acid. It is a short-chain fatty acyl-CoA, a methyl-branched fatty acyl-CoA and a monounsaturated fatty acyl-CoA. It derives from a coenzyme A. CC(=C)CC(=O)SCCNC(=O)CCNC(=O)[C@@H](C(C)(C)COP(=O)(O)OP(=O)(O)OC[C@@H]1[C@H]([C@H]([C@@H](O1)N2C=NC3=C(N=CN=C32)N)O)OP(=O)(O)O)O